OC1(CCC1)CNC(=O)CN1C(=NC2=C3CC[C@@H](NC3=CC=C21)C)CCN2N=CC=C2 (7S)-3-({[(1-Hydroxycyclobutyl)methyl]carbamoyl}methyl)-7-methyl-2-[2-(1H-pyrazol-1-yl)ethyl]-3H,6H,7H,8H,9H-imidazo[4,5-f]chinolin